4,4-difluoropyrrolidin-3-ol trifluoroacetic acid salt FC(C(=O)O)(F)F.FC1(C(CNC1)O)F